ClC1=C(C(=CC=C1)F)N1N=C(C(=C1)NC1=CC=C(C=C1)C1=NC=NN1C(C)C)C(=O)N 1-(2-chloro-6-fluorophenyl)-4-((4-(1-isopropyl-1H-1,2,4-triazol-5-yl)phenyl)amino)-1H-pyrazole-3-carboxamide